N-(4-methylbenzothiazol-2-yl)-2-(pyrrolidin-1-yl)acetamide CC1=CC=CC2=C1N=C(S2)NC(CN2CCCC2)=O